7-(4-amino-4-methylpiperidin-1-yl)-2-(4-ethyl-6-methylpyrazolo[1,5-a]pyrazin-2-yl)-4H-pyrido[1,2-a]pyrimidin-4-one NC1(CCN(CC1)C=1C=CC=2N(C(C=C(N2)C2=NN3C(C(=NC(=C3)C)CC)=C2)=O)C1)C